1,5-dimethyl-4-[2-methyl-4-(2-methyl-1H-imidazol-4-yl)benzenesulfonyl]-1,2,3,4-tetrahydroquinoxaline CN1CCN(C2=C(C=CC=C12)C)S(=O)(=O)C1=C(C=C(C=C1)C=1N=C(NC1)C)C